(Z)-2-(5-fluoro-2-methyl-1-(4-tert-butylbenzylidene)-1H-inden-3-yl)acetic acid FC=1C=C2C(=C(/C(/C2=CC1)=C/C1=CC=C(C=C1)C(C)(C)C)C)CC(=O)O